C(C(C)C)C=1C=CC=C2CC(C(C12)=O)C 7-isobutyl-2-methyl-2,3-dihydro-1H-inden-1-one